(E)-3-phenylthio-2-iodoacrylic acid ethyl ester C(C)OC(/C(=C\SC1=CC=CC=C1)/I)=O